ClC=1C=C2CCCC(C2=CC1)N 6-chloro-1,2,3,4-tetrahydronaphthalen-1-amine